FC1=CC=C(C=C1)C1=C(C(=NC2=CC(=CC=C12)O)N1C[C@@H](CC1)C(=O)O)C1CCOCC1 (3R)-1-[4-(4-fluorophenyl)-7-hydroxy-3-tetrahydropyran-4-yl-2-quinolyl]pyrrolidine-3-carboxylic acid